C(C1=CC=CC=C1)OC=1C(=NC(=NC1)Cl)Cl 5-(benzyloxy)-2,4-dichloropyrimidine